5-((tert-Butoxycarbonyl)amino)-7-methylpyrazolo[1,5-a]pyridine-3-carboxylic acid ethyl ester C(C)OC(=O)C=1C=NN2C1C=C(C=C2C)NC(=O)OC(C)(C)C